[Br-].C(CCC)[N+]1(CCOCC1)C N-butyl-N-methylmorpholinium Bromide